6-chloro-N-[4-chloro-5-(2,2-difluoroethoxy)pyrimidin-2-yl]-1H-indole-3-sulfonic acid amide ClC1=CC=C2C(=CNC2=C1)S(=O)(=O)NC1=NC=C(C(=N1)Cl)OCC(F)F